3-(4-(4-((2-((tert-butoxycarbonyl)amino)ethyl)amino)piperidin-1-yl)-3-(3,5-difluorophenyl)quinolin-6-yl)picolinic acid C(C)(C)(C)OC(=O)NCCNC1CCN(CC1)C1=C(C=NC2=CC=C(C=C12)C=1C(=NC=CC1)C(=O)O)C1=CC(=CC(=C1)F)F